tert-butyl (S)-2-(((3-cyano-4-(6-(4-(5-fluoro-2-methylbenzamido)-4-methylpiperidin-1-yl)pyridin-3-yl)pyrazolo[1,5-a]pyridin-6-yl)oxy)methyl)morpholine-4-carboxylate C(#N)C=1C=NN2C1C(=CC(=C2)OC[C@@H]2CN(CCO2)C(=O)OC(C)(C)C)C=2C=NC(=CC2)N2CCC(CC2)(C)NC(C2=C(C=CC(=C2)F)C)=O